BrC=1C=C(C=CC1OCC1=NC=CC=C1)NC=1C2=C(N=CN1)NC=C2C2CCN(CC2)C(C=C)=O 1-(4-(4-((3-bromo-4-(pyridin-2-ylmethoxy)phenyl)amino)-7H-pyrrolo[2,3-d]pyrimidin-5-yl)piperidin-1-yl)prop-2-en-1-one